6-chloro-2-(2-methoxyimidazo[2,1-b][1,3,4]thiadiazol-6-yl)benzofuran-4-ol ClC=1C=C2C(C=C(O2)C=2N=C3SC(=NN3C2)OC)=C(C1)O